C(C)NS(=O)(=O)C1=C(C=CC(=C1)NC=1N=NC=C(C1)C)C1=CN=C(S1)C1CCC(CC1)NC([O-])=O [4-[5-[2-(ethylsulfamoyl)-4-[(5-methylpyridazin-3-yl)amino]phenyl]thiazol-2-yl]cyclohexyl]carbamate